nickel dimethyldithiocarbamate CN(C([S-])=S)C.[Ni+2].CN(C([S-])=S)C